3-isopropoxy-N-(2-(2-((1-(tetrahydro-2H-pyran-4-yl)-1H-pyrazol-4-yl)amino)pyrimidin-4-yl)-6,7,8,9-tetrahydro-5H-benzo[7]annulen-5-yl)azetidine-1-carboxamide C(C)(C)OC1CN(C1)C(=O)NC1CCCCC2=C1C=CC(=C2)C2=NC(=NC=C2)NC=2C=NN(C2)C2CCOCC2